1-(tert-butyl)-3-(1-(4-cyanobenzyl)-2-oxo-1,2,3,4-tetrahydroquinolin-6-yl)urea C(C)(C)(C)NC(=O)NC=1C=C2CCC(N(C2=CC1)CC1=CC=C(C=C1)C#N)=O